C(C1=CC=CC=C1)N1CCC(CC1)(O)CCNC(=O)C1CCN(CC1)C1=CC(=C(C=C1)F)C#N N-[2-(benzyl-4-hydroxypiperidin-4-yl)ethyl]-1-(3-cyano-4-fluorophenyl)piperidine-4-carboxamide